(R)-2-((1-(2-(4-(4-methoxyphenyl)piperidin-1-yl)-3,7-dimethyl-4-oxo-4H-pyrido[1,2-a]pyrimidin-9-yl)ethyl)amino)benzoic acid COC1=CC=C(C=C1)C1CCN(CC1)C=1N=C2N(C(C1C)=O)C=C(C=C2[C@@H](C)NC2=C(C(=O)O)C=CC=C2)C